NC1=C2N=C(N(C2=NC=N1)CCCS(=O)(=O)NC)SC1=CC2=C(OCO2)C=C1C=1SC=CN1 3-(6-amino-8-((6-(thiazol-2-yl)benzo[d][1,3]dioxol-5-yl)thio)-9H-purin-9-yl)-N-methylpropane-1-sulfonamide